4-(((1-((1H-indol-6-yl)sulfonyl)azetidin-2-yl)methyl)(methyl)amino)phenol N1C=CC2=CC=C(C=C12)S(=O)(=O)N1C(CC1)CN(C1=CC=C(C=C1)O)C